(1r,3r)-3-(cyanoamino)-N-[5-(oxazolidin-4-yl)-1,3-thiazol-2-yl]cyclopentane-1-carboxamide C(#N)N[C@H]1C[C@@H](CC1)C(=O)NC=1SC(=CN1)C1NCOC1